C1=CC=CC=2C3=CC=CC=C3C(C12)COC(=O)N1CCN(CCN(CC1)CC(=O)OC(C)(C)C)CC(=O)[O-] tert-butyl 2,2'-(7-(((9H-fluoren-9-yl)methoxy)carbonyl)-1,4,7-triazacyclononane-1,4-diyl)diacetate